BrC=1C=C(C=CC1)/C(=C/C(=O)O)/C (E)-3-(3-bromophenyl)but-2-enoic acid